C12OCC(N(C1)CC=1C=C(N)C=C(C1)OC(F)F)C2 3-(2-oxa-5-azabicyclo[2.2.1]hept-5-ylmethyl)-5-(difluoromethoxy)aniline